2-methyl-n-octanoic acid CC(C(=O)O)CCCCCC